N-cyclopropyl-2-fluoro-5-(4-(2-fluoro-5-((1-methylpiperidin-4-yl)amino)pyridin-3-yl)-1H-1,2,3-triazol-1-yl)-4-methylbenzamide C1(CC1)NC(C1=C(C=C(C(=C1)N1N=NC(=C1)C=1C(=NC=C(C1)NC1CCN(CC1)C)F)C)F)=O